FC=1C(=CC2=C(C1)C1(COC1)N(C(O2)=O)CC2=C(C(=CC=C2)NS(NC)(=O)=O)F)OC=2OC=CN2 6-fluoro-3-({2-fluoro-3-[(methylsulfamoyl)amino]phenyl}methyl)-7-(1,3-oxazol-2-yloxy)-2,3-dihydrospiro[1,3-benzoxazine-4,3'-oxetan]-2-one